2-(3-(morpholinyl)propylthio)-4-(3-chloro-4-fluoroanilino)pyrimidine N1(CCOCC1)CCCSC1=NC=CC(=N1)NC1=CC(=C(C=C1)F)Cl